N-(2'-chloro-2-methyl-3'-(4,4,5,5-tetramethyl-1,3,2-dioxaborolan-2-yl)-[1,1'-biphenyl]-3-yl)-2-isopropylpyrido[3,2-d]Pyrimidin-4-amine ClC1=C(C=CC=C1B1OC(C(O1)(C)C)(C)C)C1=C(C(=CC=C1)NC=1C2=C(N=C(N1)C(C)C)C=CC=N2)C